C1(CCCC=2C(=CC=CC12)O)O 1,2,3,4-tetrahydronaphthalene-1,5-diol